6-(2-chloro-4,5-dimethoxy-phenyl)-pyrazin-2-ylamine ClC1=C(C=C(C(=C1)OC)OC)C1=CN=CC(=N1)N